FC(C(=O)N1[C@H](CN(CC1)C1=NC(=NC2=CC(=C3C(=C12)OCCC3)C3=CC=CC1=CC=CC(=C31)F)OC[C@H]3N(CCC3)C)CC#N)=C 2-((S)-1-(2-fluoroacryloyl)-4-(5-(8-fluoronaphthalen-1-yl)-8-(((S)-1-methylpyrrolidin-2-yl)methoxy)-3,4-dihydro-2H-pyrano[2,3-f]quinazolin-10-yl)piperazin-2-yl)acetonitrile